C1=C(C=CC2=CC=CC=C12)C1=C2C=CC=CC2=C(C2=CC=CC=C12)B(O)O (10-(naphthalene-2-yl)anthracene-9-yl)boronic acid